ClC=1C(=NC(=NC1)F)NC=1C=CC=2N(C1)N=CN2 N-(5-chloro-2-fluoropyrimidin-4-yl)-[1,2,4]triazolo[1,5-a]pyridin-6-amine